[C@H]12CC=C[C@H](OC1=O)C2 (1R,5R)-6-oxabicyclo[3.2.1]oct-3-en-7-one